ClC1=NC(=C2C(=N1)NN=C2C)O[C@H]2[C@H](CN(CC2)CCO)F 2-[(3S,4R)-4-({6-chloro-3-methyl-1H-pyrazolo[3,4-d]pyrimidin-4-yl}oxy)-3-fluoropiperidin-1-yl]ethanol